ClC(=CF)F 1-CHLORo-1,2-DIFLUORoETHYLEN